COC=1C=C(C=CC1OC)[C@@H](C1CCN(CC1)C(=O)C=1C=CC2=C(NC(CO2)=O)C1)C1=CC=CC=C1 6-[4-[(S)-(3,4-dimethoxyphenyl)-phenylmethyl]piperidine-1-carbonyl]-4H-1,4-benzoxazin-3-one